(S)-N-(1-(4-chlorophenyl)-2,2-difluoro-2-(phenylsulfonyl)ethyl)-2-methylpropane-2-sulfinamide ClC1=CC=C(C=C1)C(C(S(=O)(=O)C1=CC=CC=C1)(F)F)N[S@@](=O)C(C)(C)C